NC=1C=C(CNC2=C3N=CN(C3=NC=N2)[C@H]2[C@@H](O)[C@H](O)[C@H](O2)CO)OC1 6-(4-aminofurfurylamino)-9-β-D-arabinofuranosylpurine